The molecule is an acylcholine obtained by formal condensation of the carboxy group of oleic acid with the hydroxy group of choline. It derives from an oleic acid. CCCCCCCC/C=C\\CCCCCCCC(=O)OCC[N+](C)(C)C